3,4,5-trimethoxybenzyl oxide COC=1C=C(COCC2=CC(=C(C(=C2)OC)OC)OC)C=C(C1OC)OC